2-vinylpropene C(=C)C(=C)C